6-bromo-N,N-diethylbenzothiazol-2-amine BrC1=CC2=C(N=C(S2)N(CC)CC)C=C1